(rac)-1-{3-[1-(1,3-dioxo-1,3-dihydro-2H-isoindol-2-yl)ethyl]pyrazin-2-yl}-1H-pyrazole-4-carboxylic acid ethyl ester C(C)OC(=O)C=1C=NN(C1)C1=NC=CN=C1[C@@H](C)N1C(C2=CC=CC=C2C1=O)=O |r|